NCCC(=O)N1C(CC(CC1(C)C)N(C)C=1C=NC(=CC1)C1=C(C=C(C=C1)C=1C=NNC1)O)(C)C 3-amino-1-(4-((6-(2-hydroxy-4-(1H-pyrazol-4-yl)phenyl)pyridin-3-yl)(methyl)amino)-2,2,6,6-tetramethylpiperidin-1-yl)propan-1-one